C1(CC1)COC=1C=C(C=CC1)C1=CC(=NN1C=1C=CC=C2C=NN(C12)C)CO [5-[3-(Cyclopropylmethoxy)phenyl]-1-(1-methyl-1H-indazol-7-yl)-1H-pyrazol-3-yl]methanol